C(C)OC1([C@H]2[C@H](O)[C@H](O)[C@@H](CO)O2)C=NC(=O)NC1=O 5-ethoxypseudouridine